VINYLCYCLOHEXENEDIALDEHYDE C(=C)C=1C(CCCC1)(C=O)C=O